N-(1-(difluoromethyl)-1H-pyrazol-4-yl)-5-(2-methyl-5-(((1R,5S,7s)-9-methyl-3-oxa-9-azabicyclo[3.3.1]nonan-7-yl)oxy)pyridin-4-yl)pyrazolo[1,5-a]pyridin-2-amine FC(N1N=CC(=C1)NC1=NN2C(C=C(C=C2)C2=CC(=NC=C2OC2C[C@H]3COC[C@@H](C2)N3C)C)=C1)F